C(C)S(=O)(=O)N1N=C(C=C1C)N 1-(ethylsulfonyl)-5-methyl-1H-pyrazol-3-amine